(1R,3R,5R)-N-((R)-(2,4-difluorophenyl)(3-oxetanyl)methyl)-2-(3-(methylsulfonyl)benzoyl)-2-azabicyclo[3.1.0]hexane-3-carboxamide FC1=C(C=CC(=C1)F)[C@H](NC(=O)[C@@H]1N([C@@H]2C[C@@H]2C1)C(C1=CC(=CC=C1)S(=O)(=O)C)=O)C1COC1